FC=1C=C2C=NNC2=CC1 5-fluoro-1H-indazole